3-(5-(4-((3-oxa-7-azabicyclo[3.3.1]nonan-7-yl)methyl)-1-methyl-1H-pyrrolo[2,3-b]pyridin-6-yl)-1-oxoisoindolin-2-yl)piperidine-2,6-dione C12COCC(CN(C1)CC1=C3C(=NC(=C1)C=1C=C4CN(C(C4=CC1)=O)C1C(NC(CC1)=O)=O)N(C=C3)C)C2